N-[(2R)-2-cyclopropyl-6-[4-(2,2-difluoroethyl)piperazin-1-yl]-2-methyl-3H-benzofuran-5-yl]pyrazolo[1,5-a]pyrimidine-3-carboxamide C1(CC1)[C@@]1(OC2=C(C1)C=C(C(=C2)N2CCN(CC2)CC(F)F)NC(=O)C=2C=NN1C2N=CC=C1)C